Ethyl 2-[[3-[[2-cyano-4-methyl-5-[[2-[6-(2,2,2-trifluoroethyl)quinazolin-4-yl]-2,7-diazaspiro[3.5]nonan-7-yl]methyl]indol-1-yl]methyl]-1-bicyclo[1.1.1]pentanyl]-sulfamoyl-amino]acetate C(#N)C=1N(C2=CC=C(C(=C2C1)C)CN1CCC2(CN(C2)C2=NC=NC3=CC=C(C=C23)CC(F)(F)F)CC1)CC12CC(C1)(C2)N(CC(=O)OCC)S(N)(=O)=O